tert-butyl N-[(3R)-5-[(4-chlorophenyl)methyl]-8-fluoro-7-[5-[(3-methylazetidin-1-yl)methyl]-1,3,4-oxadiazol-2-yl]-4-oxo-2,3-dihydro-1,5-benzothiazepin-3-yl]carbamate ClC1=CC=C(C=C1)CN1C([C@H](CSC2=C1C=C(C(=C2)F)C=2OC(=NN2)CN2CC(C2)C)NC(OC(C)(C)C)=O)=O